C(C)OC(=O)C=1C=C2C(=NC1)N(C=C2)NC2CC(CC2)OCCC#N ((3-(2-cyanoethoxy)cyclopentyl)amino)-1H-pyrrolo[2,3-b]pyridine-5-carboxylic acid ethyl ester